1-(2-((6-chlorobenzo[d][1,3]dioxol-5-yl)amino)-5-methylpyrimidin-4-yl)-N-(1-(3-chlorophenyl)-2-hydroxyethyl)-1H-pyrrole-3-carboxamide ClC=1C(=CC2=C(OCO2)C1)NC1=NC=C(C(=N1)N1C=C(C=C1)C(=O)NC(CO)C1=CC(=CC=C1)Cl)C